C1(CC1)C=1C=C(C=C(C1)C1CC1)CN(C1=C(C=C(C(=O)O)C=C1)OCC)C(CN(S(=O)(=O)C1=C(C(=C(C(=C1)F)F)F)F)CC1=C(C=CC=C1)F)=O 4-[(3,5-dicyclopropylphenyl)methyl-[2-[(2-fluorophenyl)methyl-(2,3,4,5-tetrafluorophenyl)sulfonyl-amino]acetyl]amino]-3-ethoxy-benzoic acid